BrC1=C(C=CC=C1)C(SCC=O)(C1=CC=CC=C1)C1=CC(=C(C(=C1)C(C)(C)C)O)C(C)(C)C (((2-bromophenyl)(3,5-bis-tert-butyl-4-hydroxyphenyl)(phenyl)methyl)thio)acetaldehyde